N[C@@H]1CN(CC[C@H]1F)C1=NC2=C(N1CC(=O)N(CC(F)(F)F)C)C(=CC(=C2)F)OC 2-(2-((3R,4R)-3-amino-4-fluoropiperidin-1-yl)-5-fluoro-7-methoxy-1H-benzo[d]imidazol-1-yl)-N-methyl-N-(2,2,2-trifluoroethyl)acetamide